4-methyl-piperazinylaniline CN1CCN(CC1)NC1=CC=CC=C1